bis(4-aminophenyl)-N,N'-dimethyl-1,4-benzenediamine NC1=CC=C(C=C1)C=1C(=C(C=CC1NC)NC)C1=CC=C(C=C1)N